The molecule is an ammonium ion obtained by the protonation of the tertiary amino group of fumigaclavine C; major species at pH 7.3. It is an ammonium ion derivative and an organic cation. It is a conjugate acid of a fumigaclavine C. C[C@H]1C[NH+]([C@@H]2CC3=C(NC4=CC=CC(=C34)[C@H]2[C@H]1OC(=O)C)C(C)(C)C=C)C